C(C1=CC=CC=C1)N1CC=2N(CC1)N=C(C2C(=O)OC)C Methyl 5-benzyl-2-methyl-4,5,6,7-tetrahydropyrazolo[1,5-a]pyrazine-3-carboxylate